BrC1=C(C=C(OC[C@@H](CC2CCN(CC2)CC(=O)NC2=CC=C3C(=NN(C3=C2)C)C2C(NC(CC2)=O)=O)C)C=C1)C 2-[4-[(2R)-3-(4-bromo-3-methyl-phenoxy)-2-methyl-propyl]-1-piperidyl]-N-[3-(2,6-dioxo-3-piperidyl)-1-methyl-indazol-6-yl]acetamide